2-(1,3-dimethylbutylamino)-10-octyl-5H-phenophosphazine 10-oxide CC(CC(C)C)NC1=CC=2P(C3=CC=CC=C3NC2C=C1)(CCCCCCCC)=O